OC1=C(C=CC(=C1)C=1C=NNC1)C1=CC=C(C=N1)N(C1CC(N(C(C1)(C)C)C(CC)=O)(C)C)C (4-((6-(2-hydroxy-4-(1H-pyrazol-4-yl)phenyl)pyridin-3-yl)(methyl)amino)-2,2,6,6-tetramethylpiperidin-1-yl)propan-1-one